N1=CC=C2N1C=CC(=C2)C(=O)OC methyl pyrazolo[1,5-a]pyridine-5-carboxylate